tert-butyl N-(2-{3-[(4-methanesulfonyl-2-methoxyphenyl) amino] prop-1-yn-1-yl}-8-[(1-methylpiperidin-4-yl) amino]-3-(2,2,2-trifluoroethyl) imidazo[1,2-a]pyridin-6-yl)-N-methylcarbamate CS(=O)(=O)C1=CC(=C(C=C1)NCC#CC=1N=C2N(C=C(C=C2NC2CCN(CC2)C)N(C(OC(C)(C)C)=O)C)C1CC(F)(F)F)OC